NC1=NN2C(C=C(C=C2)C=2C(=C(OCCC(C(C)(O)C3=CC=C(C=C3)F)(F)F)C(=CC2)C(F)F)F)=N1 5-(3-(2-amino-[1,2,4]triazolo[1,5-a]pyridin-7-yl)-6-(difluoromethyl)-2-fluorophenoxy)-3,3-difluoro-2-(4-fluorophenyl)pentan-2-ol